COC=1C=C(CN(CCCCCC(=O)N(CC=2SC=CC2)CC=2SC=CC2)C(CC=2SC=CC2)=O)C=CC1 6-[(3-methoxybenzyl)(2-thienylacetyl)amino]-N,N-bis(2-thienylmethyl)hexanamide